rac-isopropylidenedi(1-indenyl)zirconium dichloride [Cl-].[Cl-].C(C)(C)=[Zr+2](C1C=CC2=CC=CC=C12)C1C=CC2=CC=CC=C12